methyl 4-((2-(difluoromethoxy)-5-fluoropyridin-4-yl)amino)-2-fluoro-5-(isopropylamino)benzoate FC(OC1=NC=C(C(=C1)NC1=CC(=C(C(=O)OC)C=C1NC(C)C)F)F)F